C1(CCC(CC1)CN)CN 4-cyclohexanebis(methylamine)